(9Z,12Z)-3-(((3-(diethylamino)propoxy)carbonyl)oxy)pentadecyloctadeca-9,12-dienoate C(C)N(CCCOC(=O)OC(CCOC(CCCCCCC\C=C/C\C=C/CCCCC)=O)CCCCCCCCCCCC)CC